4-((tert-butyldiphenylsilyl)oxy)-2,2-dimethylbutyl ethenesulfonate C(=C)S(=O)(=O)OCC(CCO[Si](C1=CC=CC=C1)(C1=CC=CC=C1)C(C)(C)C)(C)C